tert-butyl (2S)-4-(bromomethyl)-4-fluoro-2-methylpiperidine-1-carboxylate BrCC1(C[C@@H](N(CC1)C(=O)OC(C)(C)C)C)F